C1(=CCC1)P(O)(=O)C cyclobutenyl-methyl-phosphinic acid